cyclopropyl-[(5s,7s)-7-fluoro-5-(3-methoxyphenyl)-6,7-dihydro-5H-pyrrolo[1,2-b][1,2,4]triazol-2-yl]methanone C1(CC1)C(=O)C=1N=C2N(N1)[C@@H](C[C@@H]2F)C2=CC(=CC=C2)OC